ClC=1C=C(C=CC1F)C(C=1NC(=C(N1)S(=O)(=O)C)C)OC1CCC(CC1)C(F)F 2-[(3-chloro-4-fluorophenyl)-[4-(difluoromethyl)cyclohexyl]oxymethyl]-5-methyl-4-methylsulfonyl-1H-imidazole